2-[4-[(E)-(2-oxocyclohexylidene)methyl]phenyl]propanoic acid O=C1\C(\CCCC1)=C\C1=CC=C(C=C1)C(C(=O)O)C